F[C@@H]1CNCC[C@@H]1NC1=C2C=C(N(C2=CC=C1)CC(F)(F)F)C1=NOC(=N1)CNC(=O)C1=CSC(=C1)C(C)(C)OC N-{[3-(4-{[(3R,4S)-3-fluoropiperidin-4-yl]amino}-1-(2,2,2-trifluoroethyl)-1H-indol-2-yl)-1,2,4-oxadiazol-5-yl]methyl}-5-(2-methoxypropan-2-yl)thiophene-3-carboxamide